2,2',4',4'-tetrahydroxybenzophenone OC1=C(C(=O)C2=C(CC(C=C2)(O)O)O)C=CC=C1